N(=C=O)C(C)(C)C1=CC=CC=C1 4-(1-isocyanato-1-methylethyl)benzene